FC1=C(C(=O)OCC)C=C(C=C1)F ethyl 2,5-difluorobenzoate